ClC1=C(C=C(OCCCN2C(=CC(=C2)N(C=2C=C(C=CC2)C)CC2=CC(=C(C=C2)Cl)Cl)C(=O)O)C=C1C)C 1-(3-(4-chloro-3,5-dimethylphenoxy)propyl)-4-((3,4-dichlorobenzyl)(m-tolyl)amino)-1H-pyrrole-2-carboxylic acid